N-piperidine C1CCNCC1